ClC1(OC(OC1=C)=O)C 4-chloro-4-methyl-5-methylene-1,3-dioxol-2-one